NCCOC=1C=C(OCCNC(OCC2=CC=CC=C2)=O)C=CC1 benzyl N-[2-[3-(2-aminoethoxy)phenoxy]ethyl]carbamate